FC(C(F)(F)F)(OC1=CC=C(C=C1)N1N=C(N=C1)C1=CC=C(C=C1)NC(O[C@@H]1O[C@H]([C@@H]([C@H]([C@H]1OC)OCCC)OC)C)=O)F [(2S,3R,4R,5S,6S)-3,5-dimethoxy-6-methyl-4-propoxy-tetrahydropyran-2-yl] N-[4-[1-[4-(1,1,2,2,2-pentafluoroethoxy)phenyl]-1,2,4-triazol-3-yl]phenyl]carbamate